BrC1=CC2=C(C=C1OC)COC1=C2N(N=C1C(=O)O)C1=CC(=CC(=C1)Cl)Cl 8-bromo-1-(3,5-dichlorophenyl)-7-methoxy-5H-isochromeno[4,3-c]pyrazole-3-carboxylic acid